N-(5-(4-Chloro-2-methoxybenzoyl)-5,6-dihydro-4H-pyrrolo[3,4-d]thiazol-2-yl)-4-(5-cyano-2-methoxyphenyl)-6-methyl-nicotinamide ClC1=CC(=C(C(=O)N2CC=3N=C(SC3C2)NC(C2=CN=C(C=C2C2=C(C=CC(=C2)C#N)OC)C)=O)C=C1)OC